tert-butyl (3-(3-(4-decylphenyl)-1,2,4-oxadiazol-5-yl)propyl)carbamate C(CCCCCCCCC)C1=CC=C(C=C1)C1=NOC(=N1)CCCNC(OC(C)(C)C)=O